1-(4-fluoro-3-methoxyphenyl)ethanone FC1=C(C=C(C=C1)C(C)=O)OC